N-(4-(4-amino-1-ethyl-7-(4-(oxetan-3-ylamino)cyclohex-1-en-1-yl)-1H-pyrazolo[4,3-c]pyridin-3-yl)-2-fluorophenyl)-2-fluorobenzenesulfonamide NC1=NC=C(C2=C1C(=NN2CC)C2=CC(=C(C=C2)NS(=O)(=O)C2=C(C=CC=C2)F)F)C2=CCC(CC2)NC2COC2